C12(CC3CC(CC(C1)C3)C2)COC(=O)OCCCCN(CCCCCCCC(=O)OC(CCCCCCCC)CCCCCCCC)CCO heptadecan-9-yl 8-((4-((((adamantan-1-yl)methoxy)carbonyl)oxy)butyl)(2-hydroxyethyl)amino)octanoate